(1R,3S,5S)-3-amino-8-azabicyclo[3.2.1]octane-8-carboxylate NC1C[C@H]2CC[C@@H](C1)N2C(=O)[O-]